beta-4-chloro-phenyl-gamma-aminobutyric acid ClC1=CC=C(C=C1)C(CC(=O)O)CN